R-N,N-dimethyl-1-phenylethan-1-amine CN([C@H](C)C1=CC=CC=C1)C